3,4-dihydro-2H-pyrano[2,3-b]Pyridine-7-carboxylic acid ethyl ester C(C)OC(=O)C1=CC=C2C(=N1)OCCC2